FC=1C(=NC(=C(C1)F)N[C@H]1CNCC[C@@H]1F)C1=CN=C2N1C=C(C(=C2)OC)C(C)(C)O 2-(3-(3,5-difluoro-6-(((3S,4S)-4-fluoropiperidin-3-yl)amino)pyridin-2-yl)-7-methoxyimidazo[1,2-a]pyridin-6-yl)propan-2-ol